FC1=CC=C(C=C1)C1=NN2C(NCC(C2)(C)C)=C1C=1C=CC(N(N1)C1=C(C=CC=C1)C)=O 6-[2-(4-fluorophenyl)-6,6-dimethyl-4,5,6,7-tetrahydropyrazolo[1,5-a]pyrimidin-3-yl]-2-(2-methylphenyl)pyridazin-3(2H)-one